FC=1C=C(CC2=NC3=C(N2C2CCC(CC2)OC)C=CC(=C3)C=3C(=NOC3C)C)C=CC1OC 4-(2-(3-fluoro-4-methoxybenzyl)-1-((1r,4r)-4-methoxycyclohexyl)-1H-benzo[d]imidazol-5-yl)-3,5-dimethylisoxazole